2-(3-fluorophenyl)-N-(2-hydroxy-3-methylbutyl)-3-oxo-6-[4-(trifluoromethyl)phenyl]-2,3-dihydropyridazine-4-carboxamide FC=1C=C(C=CC1)N1N=C(C=C(C1=O)C(=O)NCC(C(C)C)O)C1=CC=C(C=C1)C(F)(F)F